[tert-butoxycarbonyl-[(2,4-dimethoxyphenyl)methyl]amino]-3-chloro-4,5,6,7-tetrahydrobenzothiophene-2-carboxylic acid C(C)(C)(C)OC(=O)N(CC1=C(C=C(C=C1)OC)OC)C1CCCC2=C1C(=C(S2)C(=O)O)Cl